1-(4-(N,N-dimethylsulfamoyl)phenyl)-3-methyl-5-oxo-N-(3-(pyrazin-2-yl)phenyl)-4,5-dihydro-1H-pyrazole-4-carboxamide CN(S(=O)(=O)C1=CC=C(C=C1)N1N=C(C(C1=O)C(=O)NC1=CC(=CC=C1)C1=NC=CN=C1)C)C